allyl N-[2-[[2-[[(1S)-1-benzyl-2-[[2-[3-[3-(dimethylamino) propylcarbamoyl]-4-(hydroxymethyl)anilino]-2-oxo-ethyl]amino]-2-oxo-ethyl]amino]-2-oxo-ethyl]amino]-2-oxo-ethyl]carbamate C(C1=CC=CC=C1)[C@@H](C(=O)NCC(=O)NC1=CC(=C(C=C1)CO)C(NCCCN(C)C)=O)NC(CNC(CNC(OCC=C)=O)=O)=O